3-ETHOXYPICOLINALDEHYDE C(C)OC=1C(=NC=CC1)C=O